tert.-butylperbenzoate C(C)(C)(C)OOC(C1=CC=CC=C1)=O